N-(3-((2,3-dihydroimidazo[1,2-c]quinazolin-9-yl)oxy)-2-(trifluoromethyl)phenyl)propane-1-sulfonamide N=1CCN2C=NC=3C=CC(=CC3C21)OC=2C(=C(C=CC2)NS(=O)(=O)CCC)C(F)(F)F